CNCCN(CC1=C(C2=C(NC(=N2)N2CCOCC2)C=C1)C1CCN(CC1)C=1C=C(C=CC1)C)C N,N'-dimethyl-N'-[[2-morpholinyl-4-[1-(m-tolyl)-4-piperidinyl]-1H-benzo[d]imidazol-5-yl]methyl]ethane-1,2-diamine